C[C@H]1N(C[C@@H]2NCC[C@@H]21)C(=O)OC(C)(C)C tert-butyl (3as,4r,6ar)-4-methylhexahydropyrrolo[3,4-b]pyrrole-5(1H)-carboxylate